7-fluoro-9-methoxy-1,4,4-trimethyl-5H-[1,2,4]triazolo[4,3-a]quinoxaline FC=1C=C2NC(C=3N(C2=C(C1)OC)C(=NN3)C)(C)C